tert-butyl 3-((1-((benzyloxy)carbonyl)-azetidin-3-yl)amino)-3-(3-(trifluoromethyl)phenethyl)piperidine-1-carboxylate C(C1=CC=CC=C1)OC(=O)N1CC(C1)NC1(CN(CCC1)C(=O)OC(C)(C)C)CCC1=CC(=CC=C1)C(F)(F)F